C(CCCCCCCCCCCCCCCCCCCCCCCCCCC)(=O)O Octacosanoic acid